(S)-(6-(2-methoxyethyl)pyrazolo[1,5-a]pyridin-3-yl)(4-(4-(trifluoromethyl)pyrazolo[1,5-a]pyridin-2-yl)-1,4,6,7-tetrahydro-5H-imidazo[4,5-c]pyridin-5-yl)methanone COCCC=1C=CC=2N(C1)N=CC2C(=O)N2[C@@H](C1=C(CC2)NC=N1)C1=NN2C(C(=CC=C2)C(F)(F)F)=C1